(R)-N-(2-hydroxypropyl)-N,2-dimethyl-4-(2-(4,4,5,5-tetramethyl-1,3,2-dioxaborolan-2-yl)-5-tosyl-5H-pyrrolo[2,3-b]pyrazin-7-yl)benzamide O[C@@H](CN(C(C1=C(C=C(C=C1)C1=CN(C2=NC=C(N=C21)B2OC(C(O2)(C)C)(C)C)S(=O)(=O)C2=CC=C(C)C=C2)C)=O)C)C